(1-fluoro-2-naphthyl)boronic acid FC1=C(C=CC2=CC=CC=C12)B(O)O